N-(4-(5-amino-4-cyano-1-(2,5-dibromophenethyl)-1H-pyrazol-3-yl)benzyl)-2-methoxybenzamide NC1=C(C(=NN1CCC1=C(C=CC(=C1)Br)Br)C1=CC=C(CNC(C2=C(C=CC=C2)OC)=O)C=C1)C#N